3-((3-(4-Fluoro-3-methoxyphenyl)isoxazol-5-yl)methyl)-5,6-dimethylpyrimidin-4(3H)-one FC1=C(C=C(C=C1)C1=NOC(=C1)CN1C=NC(=C(C1=O)C)C)OC